tert-Butyl(4-(((6-bromoisoquinolin-1-yl)methyl)((3-methylpyridin-2-yl) methyl) amino) butyl) carbamate C(N)(OCCCC(N(CC1=NC=CC=C1C)CC1=NC=CC2=CC(=CC=C12)Br)C(C)(C)C)=O